(1R,3aS,3bS,5aR,6R,7S,9aR,9bS,11aR)-6-hydroxy-1-[(2R)-6-hydroxy-6-methylheptan-2-yl]-9a,11a-dimethylhexadecahydro-1H-cyclopenta[1,2-i]phenanthren-7-yl hydroxyacetate OCC(=O)O[C@@H]1[C@@H]([C@@H]2CC[C@H]3[C@H]4[C@](CC[C@@H]3[C@]2(CC1)C)([C@H](CC4)[C@H](C)CCCC(C)(C)O)C)O